tert-butyl N-[2-[[6-[(5-cyclobutylthiazol-2-yl)amino]-2-ethyl-pyrimidin-4-yl]amino]ethyl]carbamate C1(CCC1)C1=CN=C(S1)NC1=CC(=NC(=N1)CC)NCCNC(OC(C)(C)C)=O